1-(3-(3-(1H-pyrazol-1-yl)quinoxaline-6-carbonyl)-4-fluorophenyl)-3-(3-fluorophenyl)urea N1(N=CC=C1)C=1C=NC2=CC=C(C=C2N1)C(=O)C=1C=C(C=CC1F)NC(=O)NC1=CC(=CC=C1)F